N-methyl-dimethylphenylpyrazolone methyl-sulfate COS(=O)(=O)O.CN1NC(C(=C1)C1=C(C(=CC=C1)C)C)=O